1-[(4-bromophenyl)sulfanyl]-N-[4-(pentafluoro-λ6-sulfanyl)phenyl]piperidin-4-amine BrC1=CC=C(C=C1)SN1CCC(CC1)NC1=CC=C(C=C1)S(F)(F)(F)(F)F